(3,3-difluoro-1-piperidinyl)(2-(2-methyl-2H-pyrazolo[3,4-b]pyridin-5-yl)pyrido[3,4-b]pyrazin-7-yl)methanone FC1(CN(CCC1)C(=O)C1=CC=2C(=NC=C(N2)C2=CC=3C(N=C2)=NN(C3)C)C=N1)F